BrC=1C=C(CN2CC3=CN(C=4N=CC=CC4C3=CC2)CC2=CC=C(C=C2)F)C=CC1 3-(3-bromobenzyl)-6-(4-fluorobenzyl)-2,3,4,6-tetrahydropyrido[3,4-c][1,8]naphthyridine